propylbenzohydrazide C(CC)C1=C(C(=O)NN)C=CC=C1